2-benzyl-1,3-dihydro-2,6-naphthyridin-4-one C(C1=CC=CC=C1)N1CC2=CC=NC=C2C(C1)=O